(S)-2-amino-3-(2,6-diisopropylphenoxycarbonyloxy)-propanoic acid hydrochloride Cl.N[C@H](C(=O)O)COC(=O)OC1=C(C=CC=C1C(C)C)C(C)C